2-methyl-1-phenyl-5-(4,4,5,5-tetramethyl-1,3,2-dioxaborolan-2-yl)-1H-benzo[d]imidazole CC1=NC2=C(N1C1=CC=CC=C1)C=CC(=C2)B2OC(C(O2)(C)C)(C)C